7-methoxy-4-(1-methyl-3-phenyl-1H-pyrazol-4-yl)quinazolin-6-yl (2R,6S)-2,6-dimethylpiperazine-1-carboxylate C[C@H]1N([C@H](CNC1)C)C(=O)OC=1C=C2C(=NC=NC2=CC1OC)C=1C(=NN(C1)C)C1=CC=CC=C1